CC1=NC(=NC=C1)C(C(=O)OC(C)(C)C)C(=O)OC 1-(tert-butyl) 3-methyl 2-(4-methylpyrimidin-2-yl)malonate